4-(4-((4-fluorophenyl)sulfonamido)phenyl)-7H-pyrrolo[2,3-d]pyrimidin FC1=CC=C(C=C1)S(=O)(=O)NC1=CC=C(C=C1)C=1C2=C(N=CN1)NC=C2